N1(N=CC=C1)CC1=C(C=C(C(=O)NS(=O)(=O)C2=CC(=CC=C2)O)C=C1)OC 4-((1H-pyrazol-1-yl)methyl)-N-((3-hydroxyphenyl)sulfonyl)-3-methoxybenzamide